FC(C1=NC(=NC(=N1)C(F)(F)F)N1C(C=2NC3=CC=C(C=C3C2CC1)Cl)CC(=C)C)(F)F 2-[4,6-bis(trifluoromethyl)-1,3,5-triazin-2-yl]-6-chloro-1-(2-methylprop-2-en-1-yl)-2,3,4,9-tetrahydro-1H-pyrido[3,4-b]indole